cyclobutane-formamide C1(CCC1)C(=O)N